C(C)(C)(C)OC(=O)N1C=CC2=CC=C(C(=C12)Cl)F.C(C)(C)(C)N1CCC(CC1)N1C2=C(N(C(C1=O)=O)C)C(=CC=N2)C tert-Butyl-4-(1,8-dimethyl-2,3-dioxo-2,3-dihydropyrido[2,3-b]pyrazin-4(1H)-yl)piperidin tert-butyl-7-chloro-6-fluoro-indole-1-carboxylate